(3aR,6aR)-4-(6-(3-(3-methoxyphenyl)-1H-pyrazol-1-yl)-2-(2-(pyridin-2-yl)ethoxy)pyrimidin-4-yl)hexahydro-2H-furo[3,2-b]pyrrole COC=1C=C(C=CC1)C1=NN(C=C1)C1=CC(=NC(=N1)OCCC1=NC=CC=C1)N1[C@H]2[C@@H](CC1)OCC2